2,3-diamino-5-nitrobenzoic acid NC1=C(C(=O)O)C=C(C=C1N)[N+](=O)[O-]